ClC=1N=CC2=C(N1)N(C(C=C2C)=O)C2CCCC2 2-chloro-8-cyclopentyl-5-methyl-pyrido[2,3-d]pyrimidin-7(8H)-one